tetranitrogen platinum (II) [Pt+2].[N+3].[N+3].[N+3].[N+3]